rel-(5S,6S)-2-(3-(3,4-dihydro-1,5-naphthyridin-1(2H)-yl)-1H-pyrazolo[3,4-b]pyrazin-6-yl)-2-azaspiro[4.4]nonan-6-amine N1(CCCC2=NC=CC=C12)C1=NNC2=NC(=CN=C21)N2C[C@]1(CC2)[C@H](CCC1)N |o1:21,24|